N-(4-bromo-2-methylphenyl)-2-((1-methyl-2-oxo-1,2-dihydroquinolin-4-yl)oxy)acetamide BrC1=CC(=C(C=C1)NC(COC1=CC(N(C2=CC=CC=C12)C)=O)=O)C